P(=O)(OCC1=C(C=CC(=C1)N)C#CCN)(OC)OC 5-amino-2-(3-aminoprop-1-yn-1-yl)benzyl dimethyl phosphate